BrC1=C(C(=O)OC)C=CC(=C1)C([2H])([2H])[2H] methyl 2-bromo-4-(methyl-d3)benzoate